5-(2-((tert-Butyldiphenylsilyl)oxy)ethyl)-6-chloro-1-(tetrahydro-2H-pyran-2-yl)-4-(4,4,5,5-tetramethyl-1,3,2-dioxaborolan-2-yl)-1H-indazole [Si](C1=CC=CC=C1)(C1=CC=CC=C1)(C(C)(C)C)OCCC=1C(=C2C=NN(C2=CC1Cl)C1OCCCC1)B1OC(C(O1)(C)C)(C)C